ethyl (2S)-2-amino-3-(4-fluorophenyl)propanoate hydrochloride Cl.N[C@H](C(=O)OCC)CC1=CC=C(C=C1)F